ClC1=C(C(=CC=C1)O)C1=C(C2=C(CN3[C@@H](CO2)CN(CC3)C(=O)OC(C)(C)C)C=C1C#C[Si](C)(C)C)F Tert-butyl (12aR)-9-(2-chloro-6-hydroxyphenyl)-10-fluoro-8-[(trimethylsilyl)ethynyl]-3,4,12,12a-tetrahydro-6H-pyrazino[2,1-c][1,4]benzoxazepine-2(1H)-carboxylate